5-bromo-3-(4-chloro-2-fluorophenyl)chromen-4-one BrC1=C2C(C(=COC2=CC=C1)C1=C(C=C(C=C1)Cl)F)=O